C(C)N1C(=NN(C1=O)C=1C=C2C(=CN(C(C2=CC1F)=O)C=1C(=NC=CC1C)OC)C(C)C)CO 6-(4-ethyl-3-(hydroxymethyl)-5-oxo-4,5-dihydro-1H-1,2,4-triazol-1-yl)-7-fluoro-4-isopropyl-2-(2-methoxy-4-methylpyridin-3-yl)isoquinolin-1(2H)-one